ethyl (3S)-3-{2-[3-chloro-2-oxo-4-(trifluoromethyl)pyridin-1-yl]-2-[2-fluoro-5-(hydroxymethyl)phenyl]acetamido}-3-{4-fluoro-2'-hydroxy-5,6'-dimethyl-[1,1'-biphenyl]-3-yl}propanoate ClC=1C(N(C=CC1C(F)(F)F)C(C(=O)N[C@@H](CC(=O)OCC)C=1C=C(C=C(C1F)C)C1=C(C=CC=C1C)O)C1=C(C=CC(=C1)CO)F)=O